CC1=C(C(=O)NC=2C(=CC(=C(C2)CC(=O)O)SC)C(F)(F)F)C(=CC(=C1)OCCC1=CC=CC=C1)C [5-{[2,6-dimethyl-4-(2-phenylethoxy)benzoyl]amino}-2-(methylthio)-4-(trifluoromethyl)phenyl]acetic acid